COC([C@H]([C@@H](C1=CC=CC=C1)O)NC(=O)OC(C)(C)C)=O (2S,3R)-2-((tert-Butoxycarbonyl)amino)-3-hydroxy-3-phenylpropionic acid methyl ester